(S)-N-((S)-1-(5-(4-fluorophenyl)-1H-imidazol-2-yl)-7-oxodecyl)-6-methyl-6-azaspiro[2.5]octane-1-carboxamide FC1=CC=C(C=C1)C1=CN=C(N1)[C@H](CCCCCC(CCC)=O)NC(=O)[C@H]1CC12CCN(CC2)C